2-[2-[2-[2-(3-amino-2-fluoro-1-methyl-propoxy)ethoxy]ethoxy]ethoxy]ethoxyl acetate C(C)(=O)OOCCOCCOCCOCCOC(C(CN)F)C